C(C)N(C1=NC=2N(C3=CC(=CC=C13)C=C)C=NN2)C2=CC=CC=C2 N-ethyl-N-phenyl-8-vinyl-[1,2,4]triazolo[4,3-a]quinazolin-5-amine